1-(6-fluoro-1-methyl-[1,2,4]triazolo[4,3-a]quinazolin-5-yl)-6-(4,4,4-trifluoro-3,3-dimethyl-but-1-ynyl)-3,5-dihydro-2H-4,1-benzoxazepine FC1=C2C(=NC=3N(C2=CC=C1)C(=NN3)C)N3CCOCC1=C3C=CC=C1C#CC(C(F)(F)F)(C)C